FC=1C=CC(=C(C1)C(C(=O)NC1=C2CC[C@@H](N(C2=CC=C1N[C@H]1C[C@@H](CCC1)C(=O)OC)C(=O)OC)C)O)OC methyl (2S)-5-[2-(5-fluoro-2-methoxyphenyl)-2-hydroxyacetamido]-6-[[(1R,3R)-3-(methoxycarbonyl)cyclohexyl]amino]-2-methyl-1,2,3,4-tetra-hydroquinoline-1-carboxylate